ClC=1C=C(C=CC1O)N1C(N(C(C1(C)C)=O)C1=CC(=C(C#N)C=C1)C(F)(F)F)=S 4-(3-(3-chloro-4-hydroxyphenyl)-4,4-dimethyl-5-oxo-2-thioxoimidazol-1-yl)-2-(trifluoromethyl)benzonitrile